CC1=NC(=CC=C1NC(=O)[C@@H]1[C@H](CCCC1)C(=O)O)C1=C(C(=NO1)C)CNC1=NC=CC(=N1)C1=CC=CC2=CC=CC=C12 (1S,2S)-2-((2-methyl-6-(3-methyl-4-(((4-(naphthalen-1-yl)pyrimidin-2-yl)amino)methyl)isoxazol-5-yl)pyridin-3-yl)carbamoyl)cyclohexane-1-carboxylic acid